2-(8-(4-(hydrazinyl(imino)methyl)benzoyloxy)-[1,2,4]triazolo[1,5-a]pyridin-5-yl)acetic acid N(N)C(C1=CC=C(C(=O)OC=2C=3N(C(=CC2)CC(=O)O)N=CN3)C=C1)=N